2-morpholinylphenyl 3,5-dimethyl-4-isoxazolesulfonate CC1=NOC(=C1S(=O)(=O)OC1=C(C=CC=C1)N1CCOCC1)C